5-fluoro-3-((2R,4S)-4-fluoropyrrolidin-2-yl)pyridin-2-ol hydrochloride Cl.FC=1C=C(C(=NC1)O)[C@@H]1NC[C@H](C1)F